2-(4-(phenoxy)phenyl)isonicotinic acid methyl ester COC(C1=CC(=NC=C1)C1=CC=C(C=C1)OC1=CC=CC=C1)=O